but-2-yn-1-yl 2-hydroxypropanoate OC(C(=O)OCC#CC)C